F[P-](F)(F)(F)(F)F.C1(=CC=CC=C1)[S+](C1=CC=C(C=C1)C=1SC=CC1)C1=CC=CC=C1 diphenyl-4-thiophenyl-phenylsulfonium hexafluorophosphate